C(C)(=O)OCOC1=C(C(N(N=C1Cl)C)=O)C1=C(C=CC2=CC=CC=C12)C 5-[(Acetyloxy)methoxy]-6-Chloro-2-methyl-4-(2-methyl-1-naphthalinyl)-3(2H)-pyridazinon